piperidin-4-ol-HCl salt Cl.N1CCC(CC1)O